N-(4-cyclobutyl-5-(4-fluorophenyl)-1-methyl-1H-pyrazol-3-yl)-1-isopropylcyclopropane-1-carboxamide C1(CCC1)C=1C(=NN(C1C1=CC=C(C=C1)F)C)NC(=O)C1(CC1)C(C)C